(1R)-2-(7-cyclopropyl-2-{4-[(3S)-3-[(dimethylphosphoryl)amino]pyrrolidin-1-yl]-2-fluorophenyl}pyrazolo[1,5-a]pyrimidine-5-carbonyl)-1-methyl-1,2,3,4-tetrahydro-isoquinoline C1(CC1)C1=CC(=NC=2N1N=C(C2)C2=C(C=C(C=C2)N2C[C@H](CC2)NP(=O)(C)C)F)C(=O)N2[C@@H](C1=CC=CC=C1CC2)C